(E)-2-(6-(2-(5-cyclopropyl-3-(3,5-dichloropyridin-4-yl)isoxazol-4-yl)vinyl)-2-azaspiro[3.3]heptan-2-yl)-4-fluorobenzo[d]thiazole C1(CC1)C1=C(C(=NO1)C1=C(C=NC=C1Cl)Cl)/C=C/C1CC2(CN(C2)C=2SC3=C(N2)C(=CC=C3)F)C1